(2R)-N-[2-(1-benzylpiperidin-4-yl)ethyl]-4-(3-fluoro-4-methylphenyl)-2-methylpiperazine-1-carboxamide C(C1=CC=CC=C1)N1CCC(CC1)CCNC(=O)N1[C@@H](CN(CC1)C1=CC(=C(C=C1)C)F)C